(4-(2-(2-Aminopyridin-3-yl)-5-(2-(fluoromethyl)-2H-1,2,3-triazol-4-yl)-3H-imidazo[4,5-b]pyridin-3-yl)phenyl)methanol NC1=NC=CC=C1C1=NC=2C(=NC(=CC2)C2=NN(N=C2)CF)N1C1=CC=C(C=C1)CO